ClC=1C(=C(C(=CC1)N1N=NN=C1)C1=CC(N2[C@@H](CC[C@@]2(C1([2H])[2H])[2H])C=1NC(=CN1)C1=C(C(=NC=C1)C(=O)O)F)=O)F 4-(2-((3S,8aR)-7-(3-chloro-2-fluoro-6-(1H-tetrazol-1-yl)phenyl)-5-oxo-1,2,3,5,8,8a-hexahydroindolizin-3-yl-8,8,8a-d3)-1H-imidazol-5-yl)-3-fluoropicolinic acid